4-methyl-acryloyloxyethyl-s-triazine CC1=NC(=NC=N1)CCOC(C=C)=O